1-((3-Chloro-2-methoxypyridin-4-yl)oxyl-8-((1,1,1-trifluoropropan-2-yl)oxy)isoquinolin-6-yl)-4-ethyl-3-(hydroxymethyl)-1H-1,2,4-triazol ClC=1C(=NC=CC1OC1=NC=CC2=CC(=CC(=C12)OC(C(F)(F)F)C)N1N=C(N(C1)CC)CO)OC